C(C)OC(C(C)C1CCN(CC1)C1=CC=C(C=C1)OC)=O 2-(1-(4-methoxyphenyl)piperidin-4-yl)propionic acid ethyl ester